FC(COC1=C(C=C(C(=N1)F)N)OC)F 6-(2,2-difluoroethoxy)-2-fluoro-5-methoxy-pyridine-3-amine